CC1=C(OCCCCCCOC(=O)C(=C)C)C=CC(=C1)C(=O)OC1=CC=C(C=C1)\C=C\C(=O)OC 1-[6-[2-methyl-4-[4-[(E)-2-methoxycarbonyl-vinyl]-phenoxycarbonyl]-phenoxy]-hexyloxycarbonyl]-1-methyl-ethylene